C(C)(C)(C)OC(=O)N1C([C@@H]2[C@H]([C@H]1C(=O)O)OC(O2)(C)C)=O (3aS,4S,6aS)-5-(tert-butoxycarbonyl)-2,2-dimethyl-6-oxotetrahydro-4H-[1,3]dioxolo[4,5-c]pyrrole-4-carboxylic acid